(R)-7-((6-((dimethyl-amino)methyl)-5-(tetrahydro-2H-pyran-3-yl)pyridin-2-yl)amino)-4-(7-fluoro-imidazo[1,2-a]pyridin-3-yl)isoindolin-1-one CN(C)CC1=C(C=CC(=N1)NC=1C=CC(=C2CNC(C12)=O)C1=CN=C2N1C=CC(=C2)F)[C@@H]2COCCC2